S(N)(=O)(=O)N1CCC(CC1)C(=O)N sulfamoylpiperidine-4-carboxamide